N-(4-(1,4-oxazepan-4-carbonyl)phenyl)-6-methoxy-2-methylquinoline-3-carboxamide O1CCN(CCC1)C(=O)C1=CC=C(C=C1)NC(=O)C=1C(=NC2=CC=C(C=C2C1)OC)C